FC=1C(=NN(C1NC(C1=C(N=CC=C1)C(F)(F)F)=O)C)C(F)(F)F N-(4-fluoro-1-methyl-3-(trifluoromethyl)-1H-pyrazol-5-yl)-2-(trifluoromethyl)nicotinamide